COC1=CC=C(C=NS(=O)(=O)C2CCOCC2)C=C1 N-(4-methoxybenzylidene)tetrahydro-2H-pyran-4-sulfonamide